CC1(CC(C1)NC=1N=CC2=C(N1)NC=C2C2=NC=1N(C=C2)N=CC1)NC(C)=O N-((1s,3s)-1-methyl-3-((5-(pyrazolo[1,5-a]pyrimidin-5-yl)-7H-pyrrolo[2,3-d]pyrimidin-2-yl)amino)cyclobutyl)acetamide